C1=CC(=C2C(=CC=C3C4=CC=C(C=5C(=CC=C(C1=C23)C45)C(=O)O)C(=O)O)C(=O)O)C(O)=N 3,4,9,10-perylenetetracarboxylic acid imide